5,9,12-octadecatrienoic acid C(CCCC=CCCC=CCC=CCCCCC)(=O)O